C1(CC1)N1C2=C(OCC1)N=CC(=C2)SC2=CC=CC=C2 cyclopropyl-7-(phenylthio)-2,3-dihydro-1H-pyrido[2,3-b][1,4]oxazine